CC(C=O)(C)S(=O)C1=CC=C(C=C1)C 2-methyl-2-(4-methylphenylsulfinyl)propan-1-one